tert-butyl 4-(5-methoxy-1,3-dimethyl-2-oxo-1,2-dihydroquinolin-7-yl)piperidine-1-carboxylate COC1=C2C=C(C(N(C2=CC(=C1)C1CCN(CC1)C(=O)OC(C)(C)C)C)=O)C